COS(=O)(=O)C=1C(=CC=C2C=C3C=CC=CC3=CC12)S(=O)(=O)[O-].[NH4+] ammonium methylanthracenedisulfonate